3-(4-(trifluoromethyl)-1H-pyrazol-1-yl)propionic acid FC(C=1C=NN(C1)CCC(=O)O)(F)F